silacyclobutyl(3-phenylindenide) [SiH]1(CCC1)C=1[CH-]C2=CC=CC=C2C1C1=CC=CC=C1